OCC1(CN(C1)C1=C2C=CN(C(C2=CN=C1)=O)CC1=CC=C2C=C(NC2=C1)CNCC1CCC1)CO 5-[3,3-bis(hydroxymethyl)azetidin-1-yl]-2-[[2-[(cyclobutylmethylamino)methyl]-1H-indol-6-yl]methyl]-2,7-naphthyridin-1-one